4-bromo-3-(1-(o-tolyl)vinyl)pyridin-2-amine BrC1=C(C(=NC=C1)N)C(=C)C1=C(C=CC=C1)C